2-(3-(1-((1S,2R,3S,5R)-2-fluoro-1,5-dimethyl-9-azabicyclo[3.3.1]nonan-3-yl)vinyl)-1,2,4-triazin-6-yl)-5-(1H-imidazol-1-yl)phenol F[C@H]1[C@@]2(CCC[C@](C[C@H]1C(=C)C=1N=NC(=CN1)C1=C(C=C(C=C1)N1C=NC=C1)O)(N2)C)C